2-chloro-N-(3-((6-(5-(3-methyloxetan-3-yl)-2,5-diazabicyclo[2.2.1]hept-2-yl)-3-nitropyridin-2-yl)oxy)propyl)-5-(trifluoromethyl)pyrimidin-4-amine ClC1=NC=C(C(=N1)NCCCOC1=NC(=CC=C1[N+](=O)[O-])N1C2CN(C(C1)C2)C2(COC2)C)C(F)(F)F